O1CC(C(C1)C(C(=O)[O-])(C)C)C(C(=O)OCOP(=O)(OC1=CC=CC=C1)N[C@H](C(=O)OCC(C)(C)O)C)(C)C ((((((S)-1-(2-hydroxy-2-methylpropoxy)-1-oxoprop-2-yl) amino) (phenoxy) phosphoryl) oxy) methyl) tetrahydrofuran-3,4-diylbis(2-methylpropionate)